CN(C(=O)C=1C=C2N=C(C=NC2=CC1)C=1C=C2C=CN(C(C2=CC1)=O)C)CC1OCC1 N-methyl-3-(2-methyl-1-oxo-1,2-dihydroisoquinolin-6-yl)-N-(oxetan-2-ylmethyl)quinoxaline-6-carboxamide